N1(C=NC=C1)CC(=O)C=1C=CC(=C(C1)N1C(=NC2=CC=CC=C2C1=O)CN1C2COCC1CN(C2)C(COC2=CC=C(C=C2)Cl)=O)OC(C)C 3-(5-(2-(1H-imidazol-1-yl)acetyl)-2-isopropoxyphenyl)-2-((7-(2-(4-chlorophenoxy)acetyl)-3-oxa-7,9-diazabicyclo[3.3.1]nonan-9-yl)methyl)quinazolin-4(3H)-one